{1,4,7-triazecane-1,4-diylbis[methylene(2-hydroxy-5-methyl-3,1-phenylene)]}bis[3-hydroxy-2-(hydroxymethyl)propanamide] N1(CCN(CCNCCC1)CC=1C(=C(C=C(C1)C)C(C(=O)N)(CO)CO)O)CC=1C(=C(C=C(C1)C)C(C(=O)N)(CO)CO)O